ClC1=NC=C(C=C1)CC1=CCCCC1 2-chloro-5-(cyclohexenylmethyl)pyridine